2-amino-4-[4-(3-amino-4-carboxy-2,6-difluoro-phenoxy)butoxy]-3,5-difluoro-benzoic acid NC1=C(C(=O)O)C=C(C(=C1F)OCCCCOC1=C(C(=C(C=C1F)C(=O)O)N)F)F